6-bromo-2,3-difluorotoluene BrC1=CC=C(C(=C1C)F)F